2,2'-difluorodeoxyuridine C1=CN(C(=O)NC1=O)[C@H]2C(C([C@H](O2)CO)O)(F)F